(3S,4S)-4-(4-chloro-2-fluoro-anilino)-3-methyl-piperidine-1-carboxylic acid tert-butyl ester C(C)(C)(C)OC(=O)N1C[C@@H]([C@H](CC1)NC1=C(C=C(C=C1)Cl)F)C